BrC1=CC2=C(NC3=C(O2)C=CC(=C3)C)N=C1 3-bromo-8-methyl-10H-benzo[b]pyrido[2,3-e][1,4]oxazine